4-(2-(4-(2-Morpholinoethoxy)phenyl)-1H-pyrrolo[2,3-b]pyridin-5-yl)-N-(2,2,2-trifluoroethyl)thiophene-2-carboxamide O1CCN(CC1)CCOC1=CC=C(C=C1)C1=CC=2C(=NC=C(C2)C=2C=C(SC2)C(=O)NCC(F)(F)F)N1